FC1=C(CNC(=O)C2=NC(=NO2)C2=CC=C(C=C2)Cl)C=CC(=C1)F (2,4-difluorobenzyl)-3-(p-chlorophenyl)-1,2,4-oxadiazole-5-carboxamide